C(C)(C)C1=CC=C(C=C1)NC1=C(C=CC2=CC=C(C=C12)C)C N-(4-isopropylphenyl)-2,7-dimethylnaphthalen-1-amine